octacyanopyrimidine C(#N)C1(C(C(NC(N1)(C#N)C#N)(C#N)C#N)(C#N)C#N)C#N